dl-m-cyanophenyldiselenide C(#N)C=1C=C(C=CC1)[Se-]=[Se]